ClC1=C(C(=O)NC(C(=O)O)CCN2CC(CC2)CCC2=NC=3NCCCC3C=C2)C(=CC(=C1)C#N)Cl 2-(2,6-dichloro-4-cyanobenzamido)-4-(3-(2-(5,6,7,8-tetrahydro-1,8-naphthyridin-2-yl)ethyl)pyrrolidin-1-yl)butanoic acid